1-(4-(4-((4-([1,2,4]triazolo[1,5-a]pyridin-7-ylmethyl)-3-methylphenyl)amino)pyrido[3,2-d]pyrimidin-6-yl)-2,2-dimethylpiperazin-1-yl)prop-2-en-1-one N=1C=NN2C1C=C(C=C2)CC2=C(C=C(C=C2)NC=2C1=C(N=CN2)C=CC(=N1)N1CC(N(CC1)C(C=C)=O)(C)C)C